CC1(O[C@H]2C[C@@]34[C@H](C([C@H]([C@]2(O1)C)C4)(C)C)CC[C@H]3C)COC(C)=O (1R,3S,7R,8R,10S,13R)-5,7,9,9,13-pentamethyl-5-{[acetoxy]methyl}-4,6-dioxatetracyclo[6.5.1.01,10.03,7]tetradecane